C(CCCCCCCCCCCCC)([N+](C)(C)C)[N+](C)(C)C tetradecylidenebis(trimethylammonium)